FC(C(=O)O)(F)F.FC(C(=O)O)(F)F.N1CCC(=CC1)C1=CC=C(C=C1)N1N=NC(=C1)C1=CC=C(C=C1)C=1CCNCC1 4-(4-{1-[4-(1,2,3,6-tetrahydropyridin-4-yl)phenyl]-1H-1,2,3-triazol-4-yl}phenyl)-1,2,3,6-tetrahydropyridine bistrifluoroacetic acid salt